3-((tert-butyldimethylsilyl)oxy)-2-(4-chloro-2-(methylthio)pyrimidin-5-yl)-2-methylpropanal [Si](C)(C)(C(C)(C)C)OCC(C=O)(C)C=1C(=NC(=NC1)SC)Cl